C(=CC1=CC=CC=C1)/C(=C/C(=O)O)/C(=O)O.OCCOC1=C(C=C(C=C1)C(C)(C)C1=CC(=C(C=C1)OCCO)C)C 2,2-bis(4-(2-hydroxyethoxy)-3-methylphenyl)propane styrene-maleate